C1(CC1)C(=O)NC=1C=C(C(=O)NCCOC2=C(C=C(C=C2)C(F)(F)F)C)C=CN1 2-(cyclopropanecarboxamido)-N-(2-(2-methyl-4-(trifluoromethyl)phenoxy)ethyl)isonicotinamide